Ethyl 3-(difluoromethyl)-1-(2-methoxyethyl)-1H-pyrazole-5-carboxylate FC(C1=NN(C(=C1)C(=O)OCC)CCOC)F